NC1=CC=C(OOC(C2=CC=C(C(=O)OOC3=CC=C(C=C3)N)C=C2)=O)C=C1 terephthalic acid di(4-aminophenoxy) ester